C1(=CC=CC=C1)[Si](C1=CC=C(C=C1)[Si](C1=CC=CC=C1)(C1=CC=CC=C1)C1=CC=CC=C1)(C1=CC=CC=C1)C1=CC=CC=C1 1,4-Bis(triphenylsilyl)benzene